(R)-N-(2-chloro-3-(tri-fluoro-methyl)benzyl)-5-fluoro-8-methylene-5,6,7,8-tetrahydroquinoline-5-carboxamide ClC1=C(CNC(=O)[C@@]2(C=3C=CC=NC3C(CC2)=C)F)C=CC=C1C(F)(F)F